FC(N1N=C(C=C1)C1=NC(=CC(=N1)CNC(C=C)=O)C1=CC=C(C=C1)F)F N-((2-(1-(difluoromethyl)-1H-pyrazol-3-yl)-6-(4-fluorophenyl)pyrimidin-4-yl)methyl)acrylamide